3-(methylsulfonyl)-1-(1-(pyrrolidin-3-yl)-7-(4-(trifluoromethyl)phenoxy)-3,4-dihydroisoquinolin-2(1H)-yl)propan-1-one CS(=O)(=O)CCC(=O)N1C(C2=CC(=CC=C2CC1)OC1=CC=C(C=C1)C(F)(F)F)C1CNCC1